(trans)-N-hydroxy-3-(2-methoxy-5-((cis)-2-trifluoromethyl-2-(3,4,5-trimethoxybenzoyl)vinyl)phenyl)acrylamide ONC(\C=C\C1=C(C=CC(=C1)C=C(C(C1=CC(=C(C(=C1)OC)OC)OC)=O)C(F)(F)F)OC)=O